((3-((E)-4-(((5S,8S,10aR)-3-acetyl-8-(methyl(phenyl)carbamoyl)-6-oxodecahydro-pyrrolo[1,2-a][1,5]diazocin-5-yl)amino)-4-oxobut-2-en-2-yl)phenyl)difluoromethyl)phosphonic acid C(C)(=O)N1CC[C@@H]2N(C([C@H](C1)NC(/C=C(\C)/C=1C=C(C=CC1)C(F)(F)P(O)(O)=O)=O)=O)[C@@H](CC2)C(N(C2=CC=CC=C2)C)=O